3',4',5',6'-tetrahydroxyspiro[2-benzofuran-3,9'-xanthene]-1-one OC=1C=CC=2C3(C4=CC=C(C(=C4OC2C1O)O)O)OC(C1=C3C=CC=C1)=O